2-(2-cyclopropylmorpholin-4-yl)pyrido[2,3-d]pyrimidine-6-carboxamide C1(CC1)C1CN(CCO1)C=1N=CC2=C(N1)N=CC(=C2)C(=O)N